2-chloro-N-(2-(4-sulfamoylphenyl)propan-2-yl)acetamide ClCC(=O)NC(C)(C)C1=CC=C(C=C1)S(N)(=O)=O